ClC1=C(C(=CC(=C1)C#N)F)NC=1N(C2=NC(=NC=C2N1)NC1CC(C1)(F)F)C1CCC(CC1)(C(=O)N)C (1s,4s)-4-(8-(2-chloro-4-cyano-6-fluorophenylamino)-2-(3,3-difluorocyclobutylamino)-9H-purin-9-yl)-1-methylcyclohexanecarboxamide